2,2-difluoro-4-(pyridin-4-ylmethyl)-3,4-dihydronaphthalene-1(2H)-one FC1(C(C2=CC=CC=C2C(C1)CC1=CC=NC=C1)=O)F